1-(6-morpholinylpyridin-2-yl)-N3-(4-(2-(piperidin-1-yl)ethoxy)phenyl)-1H-1,2,4-triazole-3,5-diamine N1(CCOCC1)C1=CC=CC(=N1)N1N=C(N=C1N)NC1=CC=C(C=C1)OCCN1CCCCC1